ClC=1C=C(C=CC1)/C=C/C(=O)OC1=C(C=C(\C=N\C(C(=O)O)C(CC)C)C=C1)OC 2-((E)-((E)-4-((E)-3-(3-chlorophenyl)acryloyloxy)-3-methoxybenzylidene)amino)-3-methylpentanoic acid